FC1([C@H](C=2C(=NNC2CC1)C(F)(F)F)OC(C1=CC=CC=C1)=O)F benzoic acid [(4S)-5,5-difluoro-3-(trifluoromethyl)-1,4,6,7-tetrahydroindazol-4-yl] ester